3-(hydroxymethyl)-6,7-dimethoxy-2-naphthoic acid sodium salt [Na+].OCC=1C(=CC2=CC(=C(C=C2C1)OC)OC)C(=O)[O-]